O1C(CCCC1)OC1=CC2=C(N=C(O2)CCCCCCCC\C=C/CCCCCCCC(=O)O)C=C1 6-(tetrahydro-2H-pyran-2-oxy)benzoxazololeic acid